3-cyclopropyl-7-(5-fluoro-2-(((3S,4R)-3-hydroxytetrahydro-2H-pyran-4-yl)amino)pyrimidin-4-yl)-1-isopropylquinolin-4(1H)-one C1(CC1)C1=CN(C2=CC(=CC=C2C1=O)C1=NC(=NC=C1F)N[C@H]1[C@@H](COCC1)O)C(C)C